FC1=CC(=C(OC=2N=NC(=CC2C(=O)NC2=CC(=C(C=C2)C)S(=O)(=O)C)C(F)(F)F)C=C1)OC 3-(4-fluoro-2-methoxyphenoxy)-N-(4-methyl-3-(methylsulfonyl)phenyl)-6-(trifluoromethyl)pyridazine-4-carboxamide